(4-(4-(benzo[d]thiazol-5-ylamino)quinolin-7-yl)-3-fluorophenyl)(7-oxa-2-azaspiro[3.5]nonan-2-yl)methanone S1C=NC2=C1C=CC(=C2)NC2=CC=NC1=CC(=CC=C21)C2=C(C=C(C=C2)C(=O)N2CC1(C2)CCOCC1)F